C(C)(C)(C)OC(=O)N[C@H](C(=O)OC)C[C@@H]1OC2=C(NC1=O)C=CC=C2 methyl (2S)-2-(tert-butoxycarbonylamino)-3-[(2S)-3-oxo-4H-1,4-benzoxazin-2-yl]propanoate